4-fluoro-5-phenyl-1H-pyrrole-3-sulfonamide FC=1C(=CNC1C1=CC=CC=C1)S(=O)(=O)N